COC1=CC=C(C=C1)NC(CCC(=O)N1C(C2=CC(=CC=C2CC1)C)C1=CC=CC=C1)=O N-(4-Methoxyphenyl)-4-(7-methyl-1-phenyl-3,4-dihydro-1H-isoquinolin-2-yl)-4-oxobutyric acid amide